NCC1CN(CCO1)C(=O)OC 2-aminomethyl-4-(methoxycarbonyl)morpholine